(5S)-2-[1-(4-chlorophenyl)cyclobutane-1-carbonyl]-9,9-dimethyl-8-oxo-2-azaspiro[4.5]dec-6-ene-7-carbonitrile ClC1=CC=C(C=C1)C1(CCC1)C(=O)N1C[C@@]2(CC1)C=C(C(C(C2)(C)C)=O)C#N